C[C@@H]1C(=O)[C@@H]([C@H](C(O1)OP(=O)(O)OP(=O)(O)OC[C@@H]2[C@H]([C@H]([C@@H](O2)N3C=CC(=NC3=O)N)O)O)O)O The molecule is a CDP-sugar and a secondary alpha-hydroxy ketone. It derives from a CDP-D-glucose. It is a conjugate acid of a CDP-4-dehydro-6-deoxy-D-glucose(2-).